2-bromo-4H-[1,2,4]triazolo[1,5-a]pyrimidin-7-one BrC1=NN2C(NC=CC2=O)=N1